N-[(2-chloro-4,5-methylenedioxyphenyl)methyl]-N'-(2-pyridinylmethyl)-N-(5,6,7,8-tetrahydro-8-quinolinyl)-1,4-benzenedimethanamine ClC1=C(C=C2C(=C1)OCO2)CN(CC2=CC=C(C=C2)CNCC2=NC=CC=C2)C2CCCC=1C=CC=NC21